methyl (1r,4r)-4-(6-((2-methyl-1,2,3,4-tetrahydroisoquinolin-7-yl)amino)-1H-pyrazolo[3,4-d]pyrimidin-1-yl)cyclohexane-1-carboxylate CN1CC2=CC(=CC=C2CC1)NC1=NC=C2C(=N1)N(N=C2)C2CCC(CC2)C(=O)OC